1-(5-((4-(4-methylthiophen-3-yl)piperazin-1-yl)methyl)-1-oxoisoindolin-2-yl)dihydropyrimidine-2,4(1H,3H)-dione CC=1C(=CSC1)N1CCN(CC1)CC=1C=C2CN(C(C2=CC1)=O)N1C(NC(CC1)=O)=O